ClC1=C(CSC2=NN=C3N2C(=CC(N3)=O)CCC)C=CC=C1 3-[(2-chlorobenzyl)sulfanyl]-5-propyl[1,2,4]triazolo[4,3-a]pyrimidin-7(8H)-one